tert-butyl 3-oxo-2-[4-(trifluoromethyl)pyridin-2-yl]-2,7-diazaspiro[4.5]decane-7-carboxylate O=C1N(CC2(C1)CN(CCC2)C(=O)OC(C)(C)C)C2=NC=CC(=C2)C(F)(F)F